C(C)(C)(C)OC(=O)N1C(CCC1)C=CC=O 3-oxoprop-1-enyl-pyrrolidine-1-carboxylic acid tert-butyl ester